N(=C=O)[C@@H]1[C@@H]([C@H]2C=C[C@@H]1C2)C(=O)OC Methyl (1R,2R,3S,4S)-3-isocyanatobicyclo[2.2.1]hept-5-ene-2-carboxylate